FC=1C=C2CN(CC2=CC1)C(CNC12CC3(CC(CC(C1)C3)C2)OC(=O)N[C@H](CC(C)C)C(=O)[O-])=O.[Li+] Lithium (((3-((2-(5-fluoroisoindolin-2-yl)-2-oxoethyl)amino)adamantan-1-yl)oxy)carbonyl)-D-leucinate